tert-butyl 4-(prop-2-yn-1-yl)piperazine-1-carboxylate C(C#C)N1CCN(CC1)C(=O)OC(C)(C)C